C(C)S(=O)(=O)N[C@@H]1[C@@H](N(CC1(F)F)C(=O)N(C)OC)CC=1C(=C(C=CC1)C1=CC=CC=C1)F (2S,3R)-3-[(ethanesulfonyl)amino]-4,4-difluoro-2-[(2-fluoro[1,1'-biphenyl]-3-yl)methyl]-N-methoxy-N-methylpyrrolidine-1-carboxamide